4-Bromo-N-cyclopropyl-5-fluoro-2-nitroaniline BrC1=CC(=C(NC2CC2)C=C1F)[N+](=O)[O-]